C(C1=CC=CC=C1)N(C1=CC=C2CCCC3(CC=4N=C(N=C(C4CO3)Cl)SC)C2=C1Br)CC1=CC=CC=C1 N,N-dibenzyl-8-bromo-4'-chloro-2'-(methylthio)-3,4,5',8'-tetrahydro-2H-spiro[naphthalene-1,7'-pyrano[4,3-d]pyrimidin]-7-amine